SN1N=NN=C1 4-mercaptotetrazole